N-(3-chloro-4-(4-(dimethylglycyl)piperazine-1-carbonyl)phenyl)-5-(4-(cyanomethoxy)-2,3-difluorophenyl)-1-methyl-1H-imidazole-2-carboxamide formate C(=O)O.ClC=1C=C(C=CC1C(=O)N1CCN(CC1)C(CN(C)C)=O)NC(=O)C=1N(C(=CN1)C1=C(C(=C(C=C1)OCC#N)F)F)C